(3-hydroxy-2-(pyridin-2-yl)-4,5,6,7-tetrahydro-2H-indazol-5-yl)-2-phenylacetamide OC=1N(N=C2CCC(CC12)C(C(=O)N)C1=CC=CC=C1)C1=NC=CC=C1